BrC1=CC(=CC(=N1)N1CCN(CC1)C(=O)OC(C)(C)C)Cl tert-butyl 4-(6-bromo-4-chloro-2-pyridyl)piperazine-1-carboxylate